C(C)N1C[C@@H](CCC1)NC=1C(N(C(=NN1)C1=C(C=C(C=C1)C(F)(F)F)OC)C)=O (R)-6-((1-ethylpiperidin-3-yl)amino)-3-(2-methoxy-4-(trifluoromethyl)phenyl)-4-methyl-1,2,4-triazin-5(4H)-one